5-(difluoromethoxy)-2-(5-methyl-3-{[(3R)-1-methylpiperidin-3-yl]amino}-1,2,4-triazin-6-yl)phenol FC(OC=1C=CC(=C(C1)O)C1=C(N=C(N=N1)N[C@H]1CN(CCC1)C)C)F